N-tert-Butyl-6-({3-cyano-6-[(3-hydroxyadamantan-1-yl)amino]imidazo[1,2-b]pyridazin-8-yl}amino)pyridin-2-carboxamid C(C)(C)(C)NC(=O)C1=NC(=CC=C1)NC=1C=2N(N=C(C1)NC13CC4(CC(CC(C1)C4)C3)O)C(=CN2)C#N